5-(5-Chlorothiothiophen-2-yl)-N-(5-(methylsulfanyl)-1,3,4-thiadiazol-2-yl)isoxazole-3-carboxamide ClSC1=CC=C(S1)C1=CC(=NO1)C(=O)NC=1SC(=NN1)SC